COC1=C(C=C2C(=NC=NC2=C1)C1=CC=C(C=C1)NC(CC1=CC=C(C=C1)C(F)(F)F)=O)OCC1CN(CCC1)C(=O)OC(C)(C)C tert-butyl 3-(((7-methoxy-4-(4-(2-(4-(trifluoromethyl)phenyl)acetamido)phenyl)quinazolin-6-yl)oxy)methyl)piperidin-1-carboxylate